C(C)(C)(C)C=1C(=C(C=C(C1)C)CCC(=O)O)O 3-(5-tert-butyl-4-hydroxy-m-tolyl)-propionic acid